C[Si](CCOCN1C=CC2=CC=C(C=C12)C(=O)O)(C)C 1-{[2-(trimethylsilyl)ethoxy]Methyl}-1H-indole-6-carboxylic acid